FC=1C(=C(C(=CC1)F)OOB(OO)O)OC (3,6-difluoro-2-methoxyphenyl)dihydroxyboric acid